CC1OCC(O1)CO methyl-1,3-dioxolane-4-methanol